C(C1=CC=CC=C1)N1CC2(CN(C2)C(=O)OC(C)(C)C)[C@H](C1)C(=O)N1C(OC[C@H]1C1=CC=CC=C1)=O tert-butyl (R)-6-benzyl-8-((R)-2-oxo-4-phenyloxazolidine-3-carbonyl)-2,6-diazaspiro[3.4]octane-2-carboxylate